C1(=CC=CC=C1)COP(=O)(OCC1=CC=CC=C1)OC1=C(C(=CC(=C1)C)C)C(CC(=O)O)(C)C 3-(2-((bis(phenylmethyloxy)phosphoryl)oxy)-4,6-dimethylphenyl)-3-methylbutyric acid